3-(Benzyloxy)-5-hydroxy-4-(4-methoxyisoindoline-2-carbonyl)benzonitrile C(C1=CC=CC=C1)OC=1C=C(C#N)C=C(C1C(=O)N1CC2=CC=CC(=C2C1)OC)O